(S)-1-(3,5-bistrifluoromethylphenyl)-3-((2'-hydroxy-6,6'-dimethyl-[1,1'-biphenyl]-2-yl)methyl)thiourea FC(C=1C=C(C=C(C1)C(F)(F)F)NC(=S)NCC1=C(C(=CC=C1)C)C1=C(C=CC=C1C)O)(F)F